5-ethyl-2,3,3-trimethylheptan-4-one oxime C(C)C(C(C(C(C)C)(C)C)=NO)CC